C(C=C)C1C(N(C(C1)=O)C1=C(C=C(C(=C1)C1=CN(C2=C(N=CC=C21)OC)C)OC=2C=NC=CC2)C)=O 3-allyl-1-(5-(7-methoxy-1-methyl-1H-pyrrolo[2,3-c]pyridin-3-yl)-2-methyl-4-(pyridin-3-yloxy)phenyl)pyrrolidine-2,5-dione